C(C)N1C(N(C(C12CCN(CC2)CC2CCOCC2)=O)C2CCC(CC2)C(F)(F)F)=O 1-Ethyl-8-((tetrahydro-2H-pyran-4-yl)methyl)-3-((1r,4r)-4-(trifluoromethyl)cyclohexyl)-1,3,8-triaza-spiro[4.5]decane-2,4-dione